4-((2-methyl-4-phenylthiazol-5-yl)oxy)-N-(3-((methylsulfonyl)methyl)phenyl)pyridin-2-amine CC=1SC(=C(N1)C1=CC=CC=C1)OC1=CC(=NC=C1)NC1=CC(=CC=C1)CS(=O)(=O)C